N-[(1S)-1-[3-[2-(trifluoromethyl)-4-pyridyl]-1,2,4-oxadiazol-5-yl]ethyl]spiro[2.4]heptane-7-carboxamide FC(C1=NC=CC(=C1)C1=NOC(=N1)[C@H](C)NC(=O)C1CCCC12CC2)(F)F